C(C)(=O)NC1=C(C(=O)NC=2N=NC(=CC2)OC)C=CC=C1 acetamido-N-(6-methoxypyridazin-3-yl)benzamide